FC1=C(C=C(C=C1)NC1=NC=CC(=N1)NC1=NC(=NC=C1)C1=NC(=CC=C1)C)CN1C[C@H](N[C@H](C1)C)C |r| N2-[4-fluoro-3-[[rac-(3R,5S)-3,5-dimethylpiperazin-1-yl]methyl]phenyl]-N4-[2-(6-methyl-2-pyridyl)pyrimidin-4-yl]pyrimidine-2,4-diamine